FC1=CC2=C(NC1=O)CC(OC2)(C)C 3-fluoro-7,7-dimethyl-5,8-dihydro-1H-pyrano[4,3-b]pyridin-2-one